((1S,2S)-1-cyano-2-methylcyclopropyl)-N-methyl-N-phenyl-5-(tetrahydro-2H-pyran-4-yl)-1H-indole-2-carboxamide C(#N)[C@]1([C@H](C1)C)N1C(=CC2=CC(=CC=C12)C1CCOCC1)C(=O)N(C1=CC=CC=C1)C